NC1=NC=C(C2=C1C(=NN2C)C2=CC(=C(C=C2)NS(=O)(=O)C(F)F)OCC=2OC=CN2)C=2C=NN(C2)C2CCOCC2 N-(4-(4-amino-1-methyl-7-(1-(tetrahydro-2H-pyran-4-yl)-1H-pyrazol-4-yl)-1H-pyrazolo[4,3-c]pyridin-3-yl)-2-(oxazol-2-yl-methoxy)phenyl)-1,1-difluoromethane-sulfonamide